Dihydro-4H,6H-indeno[2,1-b][1,2,4]triazolo[4,3-d][1,4]oxazin-2-ium tetrafluoroborate F[B-](F)(F)F.C1[NH2+]N=C2N1C1=C(OC2)CC2=CC=CC=C21